3'-((3R,6R)-4-acryloyl-6-methylmorpholin-3-yl)-5'-chloro-4-fluoro-[1,1'-biphenyl]-3-carboxamide C(C=C)(=O)N1[C@@H](CO[C@@H](C1)C)C=1C=C(C=C(C1)Cl)C1=CC(=C(C=C1)F)C(=O)N